[Mn].[Ni] nickel manganese